ClC1=C(C=CC(=C1)Cl)C1=CC=C(C=C1)C1CN(C1)C(=O)N1C[C@@H]2[C@@H](OCC(N2)=O)CC1 (4aR,8aS)-6-(3-(2',4'-dichloro-[1,1'-biphenyl]-4-yl)azetidine-1-carbonyl)hexahydro-2H-pyrido[4,3-b][1,4]oxazin-3(4H)-one